N1N=C(C=C1)CN1C(N=C(C2=CC=C(C=C12)Cl)NC)=O 1-((1H-pyrazol-3-yl)methyl)-7-chloro-4-(methylamino)quinazolin-2(1H)-one